Cl.Cl.Cl.CC=1N=C2N(N=C(C=C2C)C2=CC(=C3C=C(N=NC3=C2)C2CCN(CC2)CCN(C)C)F)C1 2-[4-[7-(2,8-dimethylimidazo[1,2-b]pyridazin-6-yl)-5-fluoro-cinnolin-3-yl]-1-piperidyl]-N,N-dimethyl-ethanamine trihydrochloride